F[C@@H]\1[C@@]2(C[C@@H]([C@H](C/C1=C\C1=CN=C(N=N1)C1=C(C=C(C=C1)N1C=NC=C1)O)N2)F)C 2-(6-((E)-((1S,2S,5S,6S)-2,6-difluoro-1-methyl-8-azabicyclo[3.2.1]octan-3-ylidene)methyl)-1,2,4-triazin-3-yl)-5-(1H-imidazol-1-yl)phenol